C(#N)C=1C=CC2=CNN=C2C1OC1CN(C1)C(=O)OC(C)(C)C tert-butyl 3-((6-cyano-2H-indazol-7-yl)oxy)-azetidine-1-carboxylate